2-methoxy-5-(morpholinomethyl)benzenesulfonamide COC1=C(C=C(C=C1)CN1CCOCC1)S(=O)(=O)N